O=C1NC(CC[C@H]1N1C(C2=CC=C(C=C2C1)C(=O)N)=O)=O ((R)-2,6-dioxopiperidin-3-yl)-1-oxo-isoindoline-5-carboxamide